CC1=NOC(=C1C=1SC2=C(N=C(N=C2)N2CCC3(CC2)[C@@H](C2=CC=CC=C2C3)N)N1)C (S)-1'-(2-(3,5-dimethylisoxazol-4-yl)thiazolo[4,5-d]pyrimidin-5-yl)-1,3-dihydrospiro[inden-2,4'-piperidin]-1-amine